BrC=1C(=C(OCC(=O)OCC)C=CC1)C1OCCO1 ethyl 2-[3-bromo-2-(1,3-dioxolan-2-yl)phenoxy]acetate